C(C1=CC=CC=C1)N1CCN(C2=CC=CC=C12)C(CN1CCN(CC1)C)=O 1-(4-benzyl-3,4-dihydroquinoxaline-1(2H)-yl)-2-(4-methylpiperazin-1-yl)ethan-1-one